BrC1=NC=CC(=C1F)CC1N(C2CC(C1=NO)C2)C(=O)OC(C)(C)C tert-Butyl 3-[(2-bromo-3-fluoropyridin-4-yl)methyl]-4-(hydroxyimino)-2-azabicyclo[3.1.1]heptane-2-carboxylate